CN1C(=NC=C1)C1=NN=C(S1)N 5-(1-methylimidazol-2-yl)-1,3,4-thiadiazol-2-amine